N-(3-(5-cyano-2-(ethylamino)phenyl)-1-(2-hydroxy-2-methylpropyl)-1H-pyrazol-4-yl)pyrazolo[1,5-a]pyrimidine-3-carboxamide C(#N)C=1C=CC(=C(C1)C1=NN(C=C1NC(=O)C=1C=NN2C1N=CC=C2)CC(C)(C)O)NCC